2,4,6-Trimethyl-1,3-phenylen-Diamin CC1=C(C(=CC(=C1N)C)C)N